1-(4-Methyl-5-(2-(methylamino)-pyrimidin-4-yl)thiazol-2-yl)-3-(3-(trifluoromethoxy)phenyl)urea CC=1N=C(SC1C1=NC(=NC=C1)NC)NC(=O)NC1=CC(=CC=C1)OC(F)(F)F